CSC=1N=CC=2N=C(N=C(C2N1)O)O 6-Methylthiopyrimido[5,4-D]pyrimidine-2,4-diol